tert-butyl 4-(2-(2-((2-(((4-nitrophenoxy)carbonyl)oxy)ethyl)disulfaneyl)ethoxy)-2-oxoethyl)-1H-imidazole-1-carboxylate [N+](=O)([O-])C1=CC=C(OC(=O)OCCSSCCOC(CC=2N=CN(C2)C(=O)OC(C)(C)C)=O)C=C1